4-((3-fluoropyridin-2-yl)thio)-6-(1-(((1r,4r)-4-hydroxycyclohexyl)methyl)-5-methyl-1H-pyrazol-4-yl)pyrazolo[1,5-a]pyridine-3-carbonitrile FC=1C(=NC=CC1)SC=1C=2N(C=C(C1)C=1C=NN(C1C)CC1CCC(CC1)O)N=CC2C#N